FC(SC1=CC=C(CNC2=C3N=CN(C3=NC=N2)[C@H]2[C@@H](O)[C@H](O)[C@H](O2)CO)C=C1)(F)F 6-(4-(trifluoromethylthio)benzylamino)-9-β-D-arabinofuranosylpurine